NC1=C(C(=O)OC)C=C(C=N1)C=1C=C2C=CC3(CCN(CC3)C3CCOCC3)C2=CC1 Methyl 2-amino-5-(1'-(tetrahydro-2H-pyran-4-yl)spiro[indene-1,4'-piperidin]-5-yl)nicotinate